OC[C@H](C1=CC=CC=C1)NC1=CC(=NC=C1C1=NC=NO1)NC=1C=C2C(NC(C2=CC1)=O)(C)C (S)-5-((4-((2-hydroxy-1-phenylethyl)amino)-5-(1,2,4-oxadiazol-5-yl)pyridin-2-yl)amino)-3,3-dimethylisoindolin-1-one